2-(3-bromopyridin-4-yl)-3-[(3-chloro-2-methoxyphenyl)amino]-1,5,6,7-tetrahydroindol-4-one BrC=1C=NC=CC1C=1NC=2CCCC(C2C1NC1=C(C(=CC=C1)Cl)OC)=O